4-(2-(4-((1R,4R)-4-(7-methoxy-2-methyl-4-(((R)-1-(3-nitro-5-(Trifluoromethyl)phenyl)ethyl)amino)quinazolin-6-yl)cyclohexane-1-carbonyl)piperazin-1-yl)ethyl)piperidine-1-carboxylate COC1=C(C=C2C(=NC(=NC2=C1)C)N[C@H](C)C1=CC(=CC(=C1)C(F)(F)F)[N+](=O)[O-])C1CCC(CC1)C(=O)N1CCN(CC1)CCC1CCN(CC1)C(=O)[O-]